N-(1-methylpiperidin-4-yl)propionamide tert-butyl-5-(6-(8-fluoro-2-methylimidazo[1,2-a]pyridine-6-carboximidamido)pyridine-3-yl)hexahydropyrrolo[3,4-c]pyrrole-2(1H)-carboxylate C(C)(C)(C)OC(=O)N1CC2CN(CC2C1)C=1C=NC(=CC1)NC(=N)C=1C=C(C=2N(C1)C=C(N2)C)F.CN2CCC(CC2)NC(CC)=O